(1-(methylsulfonyl)azetidin-3-yl)phenol CS(=O)(=O)N1CC(C1)C1=C(C=CC=C1)O